C(#N)C1=NC(=C2C=C(N=CC2=C1)N[C@H]1CC[C@@H](N(C1)C(=O)OCC1=CC=CC=C1)C)NC(C)C Benzyl (2S,5S)-5-((7-cyano-5-(isopropylamino)-2,6-naphthyridin-3-yl)amino)-2-methylpiperidine-1-carboxylate